5-chlorobenzoAzole ClC=1C=CC2=C(C=CN2)C1